CC1=C2C(=NC(=C1CN)C)NC=C2 (4,6-dimethyl-1H-pyrrolo[2,3-b]pyridin-5-yl)methylamine